(5-(3,5-difluorophenyl)-1-((2-(trimethylsilyl)ethoxy)methyl)-1H-indazol-3-yl)-N-(2-methoxy-4-(4-methylpiperazin-1-yl)phenyl)pyridin-2-amine FC=1C=C(C=C(C1)F)C=1C=C2C(=NN(C2=CC1)COCC[Si](C)(C)C)C=1C(=NC=CC1)NC1=C(C=C(C=C1)N1CCN(CC1)C)OC